3-bromo-2,5-difluorophenol BrC=1C(=C(C=C(C1)F)O)F